ClC1=CC=C(C=C1)CCC(=O)NC(C(=O)O)CC1=CC=C(C=C1)[N+](=O)[O-] 2-[(4-chloro)-phenylpropionamido]-3-(4-nitrophenyl)-propionic acid